BrC=1C=C2CCC(NC2=CC1)CCC(=O)OCC ethyl 3-(6-bromo-1,2,3,4-tetrahydro-quinolin-2-yl)-propionate